CN1N=CC(=C1)N(S(=O)(=O)NC(C)=O)C1CN(CCC1)C N-[(1-methyl-1H-pyrazol-4-yl)(1-methylpiperidin-3-yl)sulfamoyl]acetamide